BrC=1C=CC2=C(C(=NC(C(N2)=NN)COC)C2=C(C=CC=C2F)F)C1Cl 7-bromo-6-chloro-5-(2,6-difluorophenyl)-3-(methoxymethyl)-1,3-dihydro-1,4-benzodiazepin-2-one hydrazone